N-[3-(3-chloro-4-cyano-phenoxy)-2,2,4,4-tetramethyl-cyclobutyl]-6-(4-formyl-1-piperidyl)pyridine-3-carboxamide ClC=1C=C(OC2C(C(C2(C)C)NC(=O)C=2C=NC(=CC2)N2CCC(CC2)C=O)(C)C)C=CC1C#N